C(C)(C)(C)OC(=O)N1CC(CC1)(C([2H])([2H])[2H])CO.ClC1=C(C(=CC=C1)F)CC(=O)NC1=CC(=C(C=C1)N1N=CC(=C1)C#N)S(N)(=O)=O 2-(2-chloro-6-fluorophenyl)-N-[4-(4-cyano-1H-pyrazol-1-yl)-3-sulfamoylphenyl]acetamide tert-butyl-3-(hydroxymethyl)-3-(trideuteriomethyl)pyrrolidine-1-carboxylate